CC=1N(N=C2C(=NN=C(C21)C)N2CCC(CC2)C(=O)NCCCN(C)C)C=2C=NC=CC2 1-(3,4-dimethyl-2-(pyridin-3-yl)-2H-pyrazolo[3,4-d]pyridazin-7-yl)-N-(3-(dimethylamino)propyl)piperidine-4-carboxamide